1,3-diisopropyl-2,4-dioxo-1,2,3,4-tetrahydropyrimidine-5-carboxylic acid C(C)(C)N1C(N(C(C(=C1)C(=O)O)=O)C(C)C)=O